C(C)(C)(C)OC(=O)N1C[C@H]([C@@H](CC1)O)NCC1=CN(C2=CC=CC=C2C1=O)C.O=C1NC(C(NC1CCCCN)=O)CCCCN 2,5-diketo-3,6-di(aminobutyl)piperazine tert-butyl-(3R,4R)-4-hydroxy-3-{[(1-methyl-4-oxo-1,4-dihydroquinolin-3-yl)methyl]amino}piperidine-1-carboxylate